C(C)(C)(C)OC(=O)N1C[C@@H](CCCC1)O.NC1=C2C(=NC=N1)N(N=C2C2=CC=C(C(=O)NC1=NC=CC(=C1)C)C=C2)C2CN(CCC2)CC(=O)NC2=C(C=CC=C2)N 4-(4-amino-1-(1-(2-((2-aminophenyl)amino)-2-oxoethyl)piperidin-3-yl)-1H-pyrazolo[3,4-d]pyrimidin-3-yl)-N-(4-methylpyridin-2-yl)benzamide tert-butyl-(3R)-3-hydroxyazepane-1-carboxylate